2E,6Z,8E-decatrienoic acid-N-([2R]-2-methylbutyl)amide C[C@@H](CNC(\C=C\C=C\C=C/CCC)=O)CC